tert-butyl 5-(2-{1-[3-bromo-5-(difluoromethyl)phenyl]pyrazol-4-yl}propanamido)-3-cyclopropylpyrazole-1-carboxylate BrC=1C=C(C=C(C1)C(F)F)N1N=CC(=C1)C(C(=O)NC1=CC(=NN1C(=O)OC(C)(C)C)C1CC1)C